C(=O)O.CN(CC(=O)NCC1=CC=2C(=NC=CC2C=2C=NN3N=CC=CC32)N1)C 2-(Dimethylamino)-N-((4-(pyrazolo[1,5-b]pyridazin-3-yl)-1H-pyrrolo[2,3-b]pyridin-2-yl)methyl)acetamide Formate Salt